3,8-diazabicyclo[3.2.1]octane-6-carbonitrile C12CNCC(C(C1)C#N)N2